C(C)N(C1=CC2=C(C=C(C(O2)=O)C(=O)N2CCN(CC2)C2=CC=C(C=O)C=C2)C=C1)CC 4-(4-(7-(diethylamino)-2-oxo-2H-benzopyran-3-carbonyl)piperazin-1-yl)benzaldehyde